COC=1C(=C2C(CCO2)CC1)OC 6,7-dimethoxy-3,4-dihydrobenzofuran